NCCC[Si](O[Si](C)(C)C)(O[Si](C)(C)C)O[Si](C)(C)C (3-aminopropyl)tris(trimethylsiloxy)silicon